C(C)(C)(C)OC(=O)NCC(C1=CC=C(C=C1)[N+](=O)[O-])NCC(=O)OC methyl 2-([2-[(tert-butoxycarbonyl) amino]-1-(4-nitrophenyl)ethyl]amino)acetate